BrC1=C(SC=C1)C(=O)N1CCN(CC1)C1=C(C=CC=C1)N(S(=O)(=O)C=1C=CC2=C(C(=C(S2)C(=O)OCC)C)C1)CCCl ethyl 5-(N-(2-(4-(3-bromothiophene-2-carbonyl) piperazin-1-yl) phenyl)-N-(2-chloroethyl) sulfamoyl)-3-methylbenzothiophene-2-carboxylate